O1COC=2C1=C1C=NC=NC1=CC2 [1,3]dioxolano[4,5-f]quinazoline